methyl-triacetyl-ammonium chloride [Cl-].C[N+](C(C)=O)(C(C)=O)C(C)=O